2-(4-methylpiperazin-1-yl)-N-[(5-phenyl-4H-1,2,4-triazol-3-yl)methyl]-8-(propan-2-yl)pyrazolo[1,5-a][1,3,5]triazin-4-amine CN1CCN(CC1)C1=NC=2N(C(=N1)NCC1=NN=C(N1)C1=CC=CC=C1)N=CC2C(C)C